OC[C@]1(N2C[C@H]([C@H](C1=O)CC2)C)COC (1S,2S,4R,5S)-2-(hydroxymethyl)-2-(methoxymethyl)-5-methylquinuclidin-3-one